C1C=COS1(=O)=O 2-propene-1,3-sultone